(S)-2-acetyl-6-(ethylsulfonyl)-N-(4-(perfluoropropane-2-yl)phenyl)-1,2,3,4-tetrahydroisoquinoline-1-carboxamide C(C)(=O)N1[C@@H](C2=CC=C(C=C2CC1)S(=O)(=O)CC)C(=O)NC1=CC=C(C=C1)C(C(F)(F)F)(C(F)(F)F)F